C(C)(=O)OCC1OC(C(C(C1OC(C)=O)OC(C)=O)OC(C)=O)OCCOCCOCCN=[N+]=[N-] [3,4,5-Tris(acetyloxy)-6-{2-[2-(2-azidoethoxy)ethoxy]ethoxy}oxan-2-yl]methyl acetate